2,2,2-trifluoro-1-{6-fluoro-3-methylimidazo[1,2-a]pyridin-2-yl}ethanamine FC(C(N)C=1N=C2N(C=C(C=C2)F)C1C)(F)F